C(C1=CC=CC=C1)OC(=O)NC1=CC(=NC=C1)[C@H](CO[Si](C)(C)C(C)(C)C)N(C(OC(C)(C)C)=O)C |r| tert-butyl rac-(1-(4-(((benzyloxy)carbonyl)amino)pyridin-2-yl)-2-((tert-butyldimethylsilyl)oxy)ethyl)(methyl)carbamate